COC([C@H](CCCCCCCC1=NC=2NCCCC2C=C1)NCC=1C=C2C=CC=NC2=CC1)=O (S)-2-((quinolin-6-ylmethyl)amino)-9-(5,6,7,8-tetrahydro-1,8-naphthyridin-2-yl)nonanoic acid methyl ester